FC=1C(=C2C(=NC(=NN2C1)NC1CCN(CC1)C1COC1)OC)C=1C=CC2=C(N(N=N2)[C@@H](CF)C)C1 (R)-6-fluoro-5-(1-(1-fluoropropan-2-yl)-1H-benzo[d][1,2,3]triazol-6-yl)-4-methoxy-N-(1-(oxetan-3-yl)piperidin-4-yl)pyrrolo[2,1-f][1,2,4]triazin-2-amine